NC(C)(C)C=1C=CC(=C(CN2N=CC=3N=C(N=C(C32)N[C@H](CCO[Si](C3=CC=CC=C3)(C3=CC=CC=C3)C(C)(C)C)CCC)NC(OC)=O)C1)OC methyl (S)-(1-(5-(2-aminopropan-2-yl)-2-methoxybenzyl)-7-((1-((tert-butyldiphenylsilyl)-oxy)hexan-3-yl)amino)-1H-pyrazolo[4,3-d]pyrimidin-5-yl)carbamate